2-methyl-3-((2-(1-methyl-1H-pyrazol-4-yl)pyridin-4-yl)methyl)-6-nitropyridine CC1=NC(=CC=C1CC1=CC(=NC=C1)C=1C=NN(C1)C)[N+](=O)[O-]